N-(4-(4-Amino-6-ethynyl-5-(quinolin-3-yl)-7H-pyrrolo[2,3-d]pyrimidin-7-yl)bicyclo-[2.2.1]heptan-1-yl)-4-(methylsulfonyl)picolinamide NC=1C2=C(N=CN1)N(C(=C2C=2C=NC1=CC=CC=C1C2)C#C)C21CCC(CC2)(C1)NC(C1=NC=CC(=C1)S(=O)(=O)C)=O